3-bromo-5-(pyridin-3-ylmethoxy)benzonitrile BrC=1C=C(C#N)C=C(C1)OCC=1C=NC=CC1